C[C@@H](CC=C)N1C(OCC2=C1N=C(N=C2)N[C@@H](C)C2=CC=C(C=C2)C(CCCC=C)N2CCN(CC2)C(=O)OC(C)(C)C)=O tert-butyl 4-[1-[4-[(1S)-1-[[1-[(1S)-1-methylbut-3-enyl]-2-oxo-4H-pyrimido[4,5-d][1,3]oxazin-7-yl]amino]ethyl]phenyl]hex-5-enyl]piperazine-1-carboxylate